Cl.FC1=NC=CC(=C1)C=1C=C2C=CC(=NC2=CC1)N1CCC(CC1)C(=O)O 1-(6-(2-fluoropyridin-4-yl)quinolin-2-yl)piperidine-4-carboxylic acid hydrochloride